N1[C@@H](CCCC1)C(=O)O (2S)-2-piperidinecarboxylic acid